tert-butyl (2-amino-5-(4-(pyrrolidin-1-yl)piperidin-1-yl)phenyl)carbamate NC1=C(C=C(C=C1)N1CCC(CC1)N1CCCC1)NC(OC(C)(C)C)=O